C([O-])([O-])=O.[Zr+].[NH4+].[Si](C)(C)(C(C)(C)C)O[C@@H](C=O)C (2R)-2-[(tert-butyldimethylsilyl)oxy]propanal ammonium zirconium carbonate salt